C(C)OC1=NC=CC(=C1)C1=CC=C(C=C1)[C@H](C)N1C=CC2=C(C=CC(=C12)C(=O)NC1CC2(CCC2)C1)F (Ra)-6-(1-((S)-1-(4-(2-Ethoxypyridin-4-yl)phenyl)ethyl)-4-fluoro-1H-indol-7-carboxamido)spiro[3.3]heptan